S1CNC2=C1C=COC2 dihydropyrano[3,4-d]thiazole